ClC1=C(N=C(NC1=O)C1=CC(=NC=C1)F)N1CC=2N(CC1)C(=NN2)C(C)C 5-chloro-2-(2-fluoro-4-pyridyl)-4-(3-isopropyl-6,8-dihydro-5H-[1,2,4]triazolo[4,3-a]pyrazin-7-yl)-1H-pyrimidin-6-one